(R)-1-((4-amino-3-fluorophenyl)amino)-1-oxobutan-2-yl trifluoromethanesulfonate FC(S(=O)(=O)O[C@@H](C(=O)NC1=CC(=C(C=C1)N)F)CC)(F)F